Cl.C1(CCCC1)SC=1C=2N(C=CC1)C(=NC2)C(C)(C)N 2-(8-(Cyclopentylthio)imidazo[1,5-a]pyridin-3-yl)propan-2-amine hydrochloride